(S)-2-methoxy-3-(4-(4-(1-(pent-3-yl)-1H-pyrazol-4-yl)pyrazolo[1,5-a]pyrazin-6-yl)-1H-pyrazol-1-yl)propan-1-amine CO[C@@H](CN)CN1N=CC(=C1)C=1N=C(C=2N(C1)N=CC2)C=2C=NN(C2)C(CC)CC